O=CCC12CCC(CC1)(CC2)C(=O)OC methyl 4-(2-oxoethyl)bicyclo[2.2.2]octane-1-carboxylate